(8-(6-fluoro-5-methoxybenzofuran-2-yl)-3-methoxyquinoxalin-6-yl)methanol FC1=CC2=C(C=C(O2)C=2C=C(C=C3N=C(C=NC23)OC)CO)C=C1OC